2-[(1R)-2-[2-[4-[5-[tert-butyl(dimethyl)silyl]oxy-1-tetrahydropyran-2-yl-indazol-3-yl]pyrazol-1-yl]ethoxy]-1-methyl-ethoxy]ethanol [Si](C)(C)(C(C)(C)C)OC=1C=C2C(=NN(C2=CC1)C1OCCCC1)C=1C=NN(C1)CCOC[C@H](OCCO)C